C(O)(O)=O.C(C=C)(=O)O.C(C=C)(=O)O.C(COCCO)O diethylene glycol diacrylate carbonate